C(C)OC(CCNC)=O 3-(methylamino)propionic acid ethyl ester